CC1=CC(=NC=C1)N1N=CC(=C1)CC(=O)OC methyl 2-(1-(4-methylpyridin-2-yl)-1H-pyrazol-4-yl)acetate